C(C)(C)(C)OC([C@@H](COC1=CC=C2C=C(N=CC2=C1)NCC1CN(C1)C(=O)O)O[Si](C)(C)C(C)(C)C)=O (R)-3-(((7-(3-(tert-butoxy)-2-((tert-butyldimethylsilyl)oxy)-3-Oxopropoxy)isoquinolin-3-yl)amino)methyl)azetidine-1-carboxylic acid